4-bromo-3-((cyclopentyloxy)methyl)-5-methylaniline BrC1=C(C=C(N)C=C1C)COC1CCCC1